bis(3-(trifluoromethyl)phenyl)iodonium triflate [O-]S(=O)(=O)C(F)(F)F.FC(C=1C=C(C=CC1)[I+]C1=CC(=CC=C1)C(F)(F)F)(F)F